ClC=1C=C(C=C(C1OC1=NNC(C(=C1)C1CCC1)=O)Cl)N1N=C(C(NC1=O)=O)CF 2-(3,5-Dichloro-4-((5-cyclobutyl-6-oxo-1,6-dihydropyridazin-3-yl)oxy)phenyl)-6-(fluoromethyl)-1,2,4-triazine-3,5(2H,4H)-dione